methyl 4-[(7R)-7-{[(tert-butoxy)carbonyl] amino}-5-azaspiro[2.4]heptan-5-yl]butanoate C(C)(C)(C)OC(=O)N[C@H]1CN(CC12CC2)CCCC(=O)OC